2-{(2E)-2-[(3-methylphenyl)methylidene]hydrazinyl}-4-(morpholin-4-yl)-6-[(3S)-pyrrolidin-3-yl]-6,7-dihydro-5H-pyrrolo[3,4-d]pyrimidine CC=1C=C(C=CC1)\C=N\NC=1N=C(C2=C(N1)CN(C2)[C@@H]2CNCC2)N2CCOCC2